ClC=1OC2=C(N1)C=CC(=C2)F 2-chloro-6-fluoro-1,3-benzoxazole